1-(4-(difluoromethoxy)-3-(pyridin-4-yl)phenyl)-3-methyl-1H-pyrazole-4-carboxylic acid FC(OC1=C(C=C(C=C1)N1N=C(C(=C1)C(=O)O)C)C1=CC=NC=C1)F